tert-butyl N-[2-(3-chloropyrazol-1-yl)-5-ethylsulfonyl-1-methyl-imidazol-4-yl]carbamate ClC1=NN(C=C1)C=1N(C(=C(N1)NC(OC(C)(C)C)=O)S(=O)(=O)CC)C